4-(4-chlorophenyl)-1-(5,5-difluoro-4-(4-fluorophenyl)pent-4-en-1-yl)piperidin-4-ol ClC1=CC=C(C=C1)C1(CCN(CC1)CCCC(=C(F)F)C1=CC=C(C=C1)F)O